N-(4-trifluoromethyl-benzoyl)-N-(cyanomethyl)glycine FC(C1=CC=C(C(=O)N(CC(=O)O)CC#N)C=C1)(F)F